OC1CC(N(CC1)C=1C(=C(C(=CC1)S(=O)(=O)N[C@H]1CNCC1)S(=O)(=O)N)C=1N=NNN1)=O 4-(4-hydroxy-2-oxopiperidin-1-yl)-N1-((R)-pyrrolidin-3-yl)-3-(2H-tetrazol-5-yl)benzene-1,2-disulfonamide